C(C)(C)(C)OC(=O)N1CC2(CC1)CCC(CC2)NC2=CC=C1C(=NN(C1=C2)C)C2C(NC(CC2)=O)=O.C(C=C=CC(=O)O)(=O)O (RS)-2,3-pentadienedioic acid tert-butyl-8-((3-(2,6-dioxopiperidin-3-yl)-1-methyl-1H-indazol-6-yl)amino)-2-azaspiro[4.5]decane-2-carboxylate